CN(C(CC(=O)NC1=CC(=CC=C1)C(F)(F)F)C1=CC(=CC=C1)[N+](=O)[O-])C 3-(dimethylamino)-3-(3-nitrophenyl)-N-(3-(trifluoromethyl)phenyl)propanamide